N-(2-hydroxyethyl)-N,N-dimethyl-2,3-bis(tetradecyloxy)-1-propaniminium bromide CCCCCCCCCCCCCCOCC(C[N+](C)(C)CCO)OCCCCCCCCCCCCCC.[Br-]